(13aR)-2,3,9,10-tetramethoxy-5,6,7,8,13,13a-hexahydroisoquinolino[3,2-a]isoquinoline maleate C(\C=C/C(=O)O)(=O)O.COC=1C(=CC=2CCN3[C@@H](C2C1)CC=1C=CC(=C(C1C3)OC)OC)OC